6-amino-2,3-dihydroisoindol-1-one NC1=CC=C2CNC(C2=C1)=O